[2H]C1=CC(=CC(=C1O)[2H])C2=C(C(=C3C(=C(C(=C(C3=O)[2H])O)[2H])O2)O)[2H] apigenin-d5